F[P-](F)(F)(F)(F)F.F[P-](F)(F)(F)(F)F.[Ru+2].N1=C(C=NC=C1)C1=NC=CN=C1.N1=C(C=NC=C1)C1=NC=CN=C1.N1=C(C=NC=C1)C1=NC=CN=C1 tris(2,2'-bipyrazinyl) ruthenium bis(hexafluorophosphate)